(R)-6-(4-(3-chloro-4-fluorophenyl)-1-(3,3-difluorocyclopentyl)-1H-imidazol-5-yl)imidazo[1,2-b]pyridazine-3-carbonitrile ClC=1C=C(C=CC1F)C=1N=CN(C1C=1C=CC=2N(N1)C(=CN2)C#N)[C@H]2CC(CC2)(F)F